C[Si](=CC=1C=C(C=C(C1)C1=C2C=C(C(C2=CC(=C1)C)[N-]C1C(=CC2=C(C(=C(C=C12)C(C)(C)C)OC)C1=CC(=CC(=C1)C)C)C)C)C)C trans-dimethylsilanediyl-[2-methyl-4-(3,5-dimethylphenyl)-5-methoxy-6-tert-butyl-inden-1-yl][2,6-dimethyl-4-(3,5-dimethylphenyl)-inden-1-yl]-amide